8-[(1R)-1-aminoethyl]-3,6-dimethyl-2-(3-pyridinyl)benzopyran-4-one N[C@H](C)C1=CC(=CC=2C(C(=C(OC21)C=2C=NC=CC2)C)=O)C